(S)-3-(3,4-dihydroxybenzyl)-6-methyl-3,4-dihydro-1H-benzo[E][1,4]diazepine-2,5-dione OC=1C=C(C[C@@H]2NC(C3=C(NC2=O)C=CC=C3C)=O)C=CC1O